(2R)-Cyclohexyl[(3R,4S)-3-{[3-exo-(2-ethyl-1H-benzimidazol-1-yl)-8-azabicyclo[3.2.1]oct-8-yl]methyl}-4-(3-fluorophenyl)pyrrolidin-1-yl]ethanoic acid C1(CCCCC1)[C@H](C(=O)O)N1C[C@@H]([C@H](C1)C1=CC(=CC=C1)F)CN1C2CC(CC1CC2)N2C(=NC1=C2C=CC=C1)CC